C(C)C1=CC=C(C=C1)C(CCC(=O)O)=O 4-(4-ethyl-phenyl)-4-oxo-butyric acid